N-(2-(2,6-dioxopiperazin-3-yl)-1-oxoisoindolin-4-yl)-4-oxobutanamide O=C1NC(CNC1N1C(C2=CC=CC(=C2C1)NC(CCC=O)=O)=O)=O